BrC1=C2C(N(C(C2=CC=C1CN1CCC(CC1)C(=O)NC=1SC(=CN1)SCC=1OC(=CN1)C(C)(C)C)=O)C1C(NC(CC1)=O)=O)=O 1-((4-bromo-2-(2,6-dioxopiperidin-3-yl)-1,3-dioxoisoindolin-5-yl)methyl)-N-(5-(((5-(tert-butyl)oxazol-2-yl)methyl)thio)thiazol-2-yl)piperidine-4-carboxamide